ethyl 2-((2-(5-cyano-4-fluoro-2-methoxyphenyl)-2-oxoethyl)amino)-2-oxoacetate C(#N)C=1C(=CC(=C(C1)C(CNC(C(=O)OCC)=O)=O)OC)F